1-(8-chloro-4-isoquinolinyl)-3-methyl-hexahydropyrimidine-2,4-dione ClC=1C=CC=C2C(=CN=CC12)N1C(N(C(CC1)=O)C)=O